C(C)(C)(C)OC(=O)N1CCC(CC1)(C(N(C)OC)=O)CC1=NC=CC=C1Br 4-[(3-bromopyridin-2-yl)methyl]-4-[methoxy(methyl)carbamoyl]piperidine-1-carboxylic acid tert-butyl ester